6-((1-Acryloyl-3-(3-chloro-2-methylphenyl)azetidin-3-yl)amino)-1-(cyclopropylmethyl)-3,3-dimethylindolin-2-one C(C=C)(=O)N1CC(C1)(C1=C(C(=CC=C1)Cl)C)NC1=CC=C2C(C(N(C2=C1)CC1CC1)=O)(C)C